S-(trans-3-((tert-Butoxycarbonyl)amino)cyclobutyl) ethanethioate C(C)(S[C@@H]1C[C@H](C1)NC(=O)OC(C)(C)C)=O